3,3-difluoro-5-hydroxyindolin-2-one FC1(C(NC2=CC=C(C=C12)O)=O)F